N1CC(CC1)OC(=O)N1CCNCC1 pyrrolidin-3-yl-piperazine-1-carboxylate